methyl 3-((2-aminopyrimidin-4-yl)thio)propanoate NC1=NC=CC(=N1)SCCC(=O)OC